NC(CNC(=O)C1=C(C2=C(S1)C=CC=C2Cl)COC2=C(C=C(C=C2F)C(N)=O)F)=O N-(2-amino-2-oxoethyl)-3-((4-carbamoyl-2,6-difluorophenoxy)methyl)-4-chlorobenzo[b]thiophene-2-carboxamide